NCCN1CC2=CC(=CC=C2CC1)NC1=NC=C(C(=N1)NC1=C(C(=O)NC)C=CC=C1)Br 2-{2-[2-(2-Amino-ethyl)-1,2,3,4-tetrahydro-isoquinolin-7-ylamino]-5-bromo-pyrimidin-4-ylamino}-N-methyl-benzamide